NCC(CN1N=CN(C1=O)CC=1SC2=C(C1)C=C(C=C2)C2=CC=C(C=C2)N2CCNCC2)=C(F)F 2-[2-(aminomethyl)-3,3-difluoro-allyl]-4-[[5-(4-piperazin-1-ylphenyl)benzothien-2-yl]methyl]-1,2,4-triazol-3-one